NC1=NC=C(C=C1O[C@H](C)C=1C=C(C=CC1)NC(=O)C=1SC(=CN1)C)Cl (R)-N-(3-(1-((2-amino-5-chloropyridin-3-yl)oxy)ethyl)-phenyl)-5-methylthiazole-2-carboxamide